FC1=CC(=C(CNC(=O)C2C=3C=CC=NC3C(CC2)=C)C=C1)C(F)(F)F N-(4-fluoro-2-(trifluoro-methyl)benzyl)-8-methylene-5,6,7,8-tetrahydroquinoline-5-carboxamide